FC(S(=O)(=O)OC1=NC(=C(C2=C1C=CS2)C2=C(C=C(C=C2OCCO)F)F)C2=NN1C([C@@H](NCC1)C)=C2)(F)F [7-[2,4-difluoro-6-(2-hydroxyethoxy)phenyl]-6-[(4S)-4-methyl-4,5,6,7-tetrahydropyrazolo[1,5-a]pyrazin-2-yl]thieno[3,2-c]pyridin-4-yl] trifluoromethanesulfonate